(R)-5-bromo-1-((5-(5-(difluoromethyl)-1,3,4-oxadiazol-2-yl)pyridin-2-yl)methyl)-6-fluoro-3-(1-methylpiperidin-3-yl)-1,3-dihydro-2H-benzo[d]imidazol-2-one BrC1=CC2=C(N(C(N2[C@H]2CN(CCC2)C)=O)CC2=NC=C(C=C2)C=2OC(=NN2)C(F)F)C=C1F